C[Si]1(OC(C=2C(=C3C4C(C(OC3=CC2CCCCC)(C)C)CCC(=C4)C)O1)=O)C 2,2,8,8,11-Pentamethyl-5-pentyl-8a,9,10,12a-tetrahydro-4H,8H-benzo[c][1,3,2]dioxasilino[4,5-f]chromen-4-one